ClC1=C(OC2=CC=CC3=C2NC(=NS3(=O)=O)NCC3=C(C=CC=C3)C)C=CC=C1 5-(2-chlorophenoxy)-3-((2-methylbenzyl)amino)-4H-benzo[e][1,2,4]thiadiazine 1,1-dioxide